N-[3-[5-cyclopropylsulfanyl-2-(difluoromethoxy)phenyl]-1-[2-(4-morpholino-1-piperidyl)-2-oxo-ethyl]pyrazol-4-yl]pyrazolo[1,5-a]pyrimidine-3-carboxamide C1(CC1)SC=1C=CC(=C(C1)C1=NN(C=C1NC(=O)C=1C=NN2C1N=CC=C2)CC(=O)N2CCC(CC2)N2CCOCC2)OC(F)F